(R,Z)-N-(4-((4-([1,2,4]triazolo[1,5-a]pyridin-7-yloxy)-3-methylphenyl)amino)-7-ethoxyquinazolin-6-yl)-2-fluoro-3-(1-methylpyrrol-2-yl)acrylamide N=1C=NN2C1C=C(C=C2)OC2=C(C=C(C=C2)NC2=NC=NC1=CC(=C(C=C21)NC(/C(=C/C=2N(C=CC2)C)/F)=O)OCC)C